2-(2,4-Difluorophenyl)-N-[(3S)-2-oxo-5-phenyl-1,3-dihydro-1,4-benzodiazepin-3-yl]imidazo[1,2-b]pyridazine-3-carboxamide FC1=C(C=CC(=C1)F)C=1N=C2N(N=CC=C2)C1C(=O)N[C@@H]1C(NC2=C(C(=N1)C1=CC=CC=C1)C=CC=C2)=O